C1(=CC(=CC2=CC=CC=C12)C=O)C1=CC=CC2=CC=CC=C12 1,1'-binaphthyl-3-formaldehyde